O1C(=O)CCC2=CC=CC=C12 2,3-dihydrocoumarin